FC(CCC(CC=C)N=C=O)F 7,7-difluoro-4-isocyanatohept-1-ene